methyl 6-(2-hydroxy-4-methoxyphenyl)quinoline-4-carboxylate OC1=C(C=CC(=C1)OC)C=1C=C2C(=CC=NC2=CC1)C(=O)OC